ClC1=CC=C(C=C1)NC(=O)N[C@@](C)(CC)C(=O)O (+)-N-[(4-chlorophenyl)carbamoyl]-L-isovaline